(3-glycidoxy-propyl)methyldimethoxysilane C(C1CO1)OCCC[Si](OC)(OC)C